5-[3-[3-[(3S,4S)-4-[4-amino-3-(4-phenoxyphenyl)pyrazolo[3,4-d]pyrimidin-1-yl]-3-fluoro-1-piperidyl]azetidin-1-yl]azetidin-1-yl]-2-(2,6-dioxo-3-piperidyl)isoindoline-1,3-dione NC1=C2C(=NC=N1)N(N=C2C2=CC=C(C=C2)OC2=CC=CC=C2)[C@@H]2[C@H](CN(CC2)C2CN(C2)C2CN(C2)C=2C=C1C(N(C(C1=CC2)=O)C2C(NC(CC2)=O)=O)=O)F